C=1CSSC1 3,4-dithiol